N[C@H](C(=O)O)[C@@H](CCCC)C (2S,3R)-2-amino-3-methylheptanoic acid